tert-butyl 2-(4-(2-(4-(3-(4-cyano-3-(trifluoromethyl) phenyl)-5,5-dimethyl-4-oxo-2-thioxoimidazolidin-1-yl)-2-ethylphenoxy) ethyl) piperazin-1-yl)-2-methylpropionate C(#N)C1=C(C=C(C=C1)N1C(N(C(C1=O)(C)C)C1=CC(=C(OCCN2CCN(CC2)C(C(=O)OC(C)(C)C)(C)C)C=C1)CC)=S)C(F)(F)F